CC1=C(C=C(C(=O)N)C=C1)C#CC=1C=NC=CC1 4-methyl-3-[2-(3-pyridinyl)ethynyl]Benzamide